2-methylene-2,3-dihydro-1H-benzo[e]pyrrolo[1,2-a][1,4]diazepin-5(11aH)-one C=C1CC2N(C(C3=C(N=C2)C=CC=C3)=O)C1